COC(C=1C(C(=O)OC)=C(C=CC1)NC1=C(C=C2CCC(N(C2=C1)C)=O)C=1C(=NN(C1)C)C)=O.BrC=1C=CC2=C(N=C(O2)CC2=CC=NC=C2)C1 4-(5-Bromobenzo[d]oxazol-2-yl)methylpyridine dimethyl-3-((6-(1,3-dimethyl-1H-pyrazol-4-yl)-1-methyl-2-oxo-1,2,3,4-tetrahydroquinolin-7-yl)amino)phthalate